C(CCCC)C=1NC2=CC=CC=C2C1C(=O)C1=CC=C(C2=CC=CC=C12)Br pentyl-3-(4-bromo-1-naphthoyl)indole